(1R,4S)-2-azabicyclo[2.2.1]hept-2-ene [C@@H]12N=C[C@@H](CC1)C2